3-amino-6-(2-chloro-4-(2-(3,5-difluorophenyl)-2-hydroxyacetamido)phenyl)-N-isopropylpyrazine-2-carboxamide NC=1C(=NC(=CN1)C1=C(C=C(C=C1)NC(C(O)C1=CC(=CC(=C1)F)F)=O)Cl)C(=O)NC(C)C